C[C@@H]1[C@@H](CC1)N1N=CC(=C1)C=1C=2N(C=C(N1)C=1C=NN(C1)C[C@H](CO)O)N=CC2 (R)-3-(4-(4-(1-(cis-2-methylcyclobutyl)-1H-pyrazol-4-yl)pyrazolo[1,5-a]pyrazin-6-yl)-1H-pyrazol-1-yl)propane-1,2-diol